Isopropyl ((((2R,3S,5R)-5-(6-amino-2-fluoro-9H-purin-9-yl)-2-ethynyl-3-hydroxytetrahydrofuran-2-yl)methoxy)(phenoxy)phosphoryl)-L-phenylalaninate NC1=C2N=CN(C2=NC(=N1)F)[C@H]1C[C@@H]([C@@](O1)(C#C)COP(=O)(OC1=CC=CC=C1)N[C@@H](CC1=CC=CC=C1)C(=O)OC(C)C)O